4-((1R,2R)-2-(4-((1-(4-((1R,2R)-6-hydroxy-2-phenyl-1,2,3,4-tetrahydronaphthalen-1-yl)phenyl)piperidin-4-yl)methyl)piperazine-1-carbonyl)cyclohexane-1-carbonyl)piperazine OC=1C=C2CC[C@H]([C@@H](C2=CC1)C1=CC=C(C=C1)N1CCC(CC1)CN1CCN(CC1)C(=O)[C@H]1[C@@H](CCCC1)C(=O)N1CCNCC1)C1=CC=CC=C1